2-(((2R)-4-(6-((4-Cyano-2-fluorophenoxy)methyl)-5-fluoropyridin-2-yl)-2-(fluoromethyl)pyrrolidin-1-yl)methyl)-1-(((S)-oxetan-2-yl)methyl)-1H-benzo[d]imidazole-6-carboxylic acid C(#N)C1=CC(=C(OCC2=C(C=CC(=N2)C2C[C@@H](N(C2)CC2=NC3=C(N2C[C@H]2OCC2)C=C(C=C3)C(=O)O)CF)F)C=C1)F